COC([C@H](CC(C)C)NC(=O)[C@@H]1N(CCC1)C(=O)OC(C)(C)C)=O tert-butyl (2R)-2-{[(2S)-1-methoxy-4-methyl-1-oxopentan-2-yl]carbamoyl}pyrrolidine-1-carboxylate